4-methoxy-6-methyl-pyridin-2-amine COC1=CC(=NC(=C1)C)N